ONC(=O)C=1C=NC(=NC1)N(C)CC1=CC=2N=C(N=C(C2S1)N1CCOCC1)C1=CC(=CC=C1)OCCO 2-({2-[3-(2-Hydroxy-ethoxy)-phenyl]-4-morpholin-4-yl-thieno[3,2-d]pyrimidin-6-ylmethyl}-methyl-amino)-pyrimidine-5-carboxylic acid hydroxyamide